2-hydroxyacetaldehyde OCC=O